FC=1C=C(C2=C(C(OC2)=O)C1)[N+](=O)[O-] 6-fluoro-4-nitro-2-benzofuran-1-one